C(C)(C)(C)C1(CCC(CC1)CN1CCC(CC1)C1=CC=C2C(C=3N(C=4C=CC=C(C4C(N3)=O)Cl)C2=C1)(C)C)C=O tert-butyl-(1s,4s)-4-((4-(4-chloro-7,7-dimethyl-5-oxo-5,7-dihydroindolo[1,2-a]quinazolin-10-yl)piperidin-1-yl)methyl)cyclohexane-1-carbaldehyde